2-(2-methoxyethyl)aniline COCCC1=C(N)C=CC=C1